C(C)(C)(C)OC(=O)NCC(=O)OC Methyl (Tert-Butoxycarbonyl)Glycinate